C(C)OC(=O)C1=NOC=C1C(C)(C)O (2-hydroxypropan-2-yl)isoOxazole-3-carboxylic acid ethyl ester